6-Phenyl-2-thiouracil C1(=CC=CC=C1)C1=CC(NC(N1)=S)=O